CN(C(OC(C)(C)C)=O)C=1C=NC(=C(C1)C(F)(F)F)NC(=S)N tert-Butyl methyl(6-thioureido-5-(trifluoromethyl)pyridin-3-yl)carbamate